C(C)(C)(C)OS(=O)(=O)C1=CC=C(C)C=C1.C1NCC2=C1CN(C2)C(=O)O 2,3,4,6-tetrahydro-1H-pyrrolo[3,4-c]pyrrole-5-carboxylic acid tert-butyl-p-toluenesulfonate